tert-butyl N-(tert-butoxycarbonyl)-N-[4-({5-[(4-chloro-2-fluorophenyl)(methyl)amino]-4-methylpyridin-3-yl}methyl)-3-fluoropyridin-2-yl]carbamate C(C)(C)(C)OC(=O)N(C(OC(C)(C)C)=O)C1=NC=CC(=C1F)CC=1C=NC=C(C1C)N(C)C1=C(C=C(C=C1)Cl)F